5-[4-amino-5-(trifluoromethyl)pyrrolo[2,1-f][1,2,4]triazin-7-yl]-N-[(3R,4S)-4-fluoro-1-(2-fluorobenzoyl)pyrrolidin-3-yl]-2-(2,2,2-trifluoroethoxy)benzamide NC1=NC=NN2C1=C(C=C2C=2C=CC(=C(C(=O)N[C@@H]1CN(C[C@@H]1F)C(C1=C(C=CC=C1)F)=O)C2)OCC(F)(F)F)C(F)(F)F